OCCN1CC2=CC(=CC=C2CC1)N(C=1C=CC(N(C1)C)=O)C(C)C 5-((2-(2-hydroxyethyl)-1,2,3,4-tetrahydroisoquinolin-7-yl)(isopropyl)amino)-1-methylpyridin-2(1H)-one